C(C1=CC=CC=C1)OC(=O)N1[C@H](CCC1)[C@H]([C@@H](C1=CC(=CC=C1)C(F)(F)F)C1=CC=C(C=C1)F)OS(=O)(=O)C (R)-2-((1S,2R)-2-(4-fluorophenyl)-1-((methylsulfonyl)oxy)-2-(3-(trifluoromethyl)phenyl)ethyl)pyrrolidine-1-carboxylic acid benzyl ester